NC(C(=O)O)(CCCCB(O)O)CCCN1CC(C1)NC(=O)NC1=CC(=C(C=C1)Cl)Cl 2-amino-6-borono-2-(3-(3-(3-(3,4-dichlorophenyl)ureido)azetidin-1-yl)propyl)hexanoic acid